(5-bromo-1-(cyclopropylmethyl)-3-methyl-1H-pyrazol-4-yl)methanol BrC1=C(C(=NN1CC1CC1)C)CO